(-)-2-(2-Methylnaphthalen-1-yl)phenyl 4-methoxybenzoate COC1=CC=C(C(=O)OC2=C(C=CC=C2)C2=C(C=CC3=CC=CC=C23)C)C=C1